(2R)-1-{2-[3-(4-{[(2R)-1,4-Dioxan-2-yl]methoxy}-3-methoxyphenyl)-1H-pyrazolo[3,4-b]pyridin-5-yl]-7-methyl-6,7,8,9-tetrahydro-5H-benzo[7]annulen-7-yl}-2-methylpyrrolidine O1[C@H](COCC1)COC1=C(C=C(C=C1)C1=NNC2=NC=C(C=C21)C=2C=CC1=C(CCC(CC1)(C)N1[C@@H](CCC1)C)C2)OC